COC(CCCCCCCCCCCCCCCCCCCCC)=O docosanoic acid methyl ester